5,6-dihydroxy-1-hexene OC(CCC=C)CO